{6-fluoro-2-oxo-1H,4H-pyrido[3,2-d]pyrimidin-3-yl}acetic acid FC=1C=CC=2NC(N(CC2N1)CC(=O)O)=O